6-(2-(ethoxymethoxy)-4-ethynylphenyl)-5-methyl-1,2,4-triazine-3-amine C(C)OCOC1=C(C=CC(=C1)C#C)C1=C(N=C(N=N1)N)C